3-(5,5,8,8-tetramethyl-5,6,7,8-tetrahydronaphthalen-2-yl)propanoyl chloride CC1(C=2C=CC(=CC2C(CC1)(C)C)CCC(=O)Cl)C